N,N'-bis(4-methoxyphenylmethyl)-1,2-ethylenediamine COC1=CC=C(C=C1)CNCCNCC1=CC=C(C=C1)OC